C(C)(C)(C)OC(=O)N[C@H](CC1=CN(C2=CC=CC=C12)C)C(=O)N[C@H](CC1=CN(C2=CC=CC=C12)C)C(=O)O Nα-(Nα-(tert-butoxycarbonyl)-1-methyl-D-tryptophyl)-1-methyl-D-tryptophan